methyl (2R,4S,5R,6R)-6-[(1R,2R)-3-amino-1,2-dihydroxypropyl]-2-{[4-(but-3-yn-1-yloxy)phenyl]methoxy}-4-hydroxy-5-(2-hydroxyacetamido)oxane-2-carboxylate NC[C@H]([C@@H](O)[C@H]1[C@@H]([C@H](C[C@@](O1)(C(=O)OC)OCC1=CC=C(C=C1)OCCC#C)O)NC(CO)=O)O